3-[ETHYL(PROPYL)AMINO]PROPANAL C(C)N(CCC=O)CCC